FCS(=O)(=O)C1=COC2=C1C=C(C=C2)C(=O)NCC2=NC=C1C=CC(=NC1=C2)C2=NC(=CC=C2)OC(F)(F)F 3-((Fluoromethyl)sulfonyl)-N-((2-(6-(trifluoromethoxy)pyridin-2-yl)-1,6-naphthyridin-7-yl)methyl)benzofuran-5-carboxamide